O.O.O.O.O.[Cu] copper, pentahydrate